4-(4-{3-[3-(tert-butylamino)pyrrolidin-1-yl]-1,2,4-triazin-6-yl}-3-hydroxyphenyl)-1H-pyrazole-3-carbonitrile C(C)(C)(C)NC1CN(CC1)C=1N=NC(=CN1)C1=C(C=C(C=C1)C=1C(=NNC1)C#N)O